FC1=C(C(=C(C2=C(C(=C(C(=C12)F)F)F)F)F)F)[B-](C1=C(C2=C(C(=C(C(=C2C(=C1F)F)F)F)F)F)F)(C1=C(C2=C(C(=C(C(=C2C(=C1F)F)F)F)F)F)F)C1=C(C2=C(C(=C(C(=C2C(=C1F)F)F)F)F)F)F.C[NH+](CCCCCCCC)CCCCCCCC N-methyl-N,N-dioctyl-ammonium tetrakis(perfluoronaphthalen-2-yl)borate